tert-butyl 4-(2-((1-(4-acrylamidophenyl)-1H-pyrazol-4-yl) amino)-5-chloropyrimidin-4-yl)-1H-pyrazole-1-carboxylate C(C=C)(=O)NC1=CC=C(C=C1)N1N=CC(=C1)NC1=NC=C(C(=N1)C=1C=NN(C1)C(=O)OC(C)(C)C)Cl